Pyrrole-2-carboxylic acid 4-trifluoromethoxy-benzyl ester hydrochloride Cl.FC(OC1=CC=C(COC(=O)C=2NC=CC2)C=C1)(F)F